(5-amino-4-chloro-3-(pyridin-2-yl)-1H-pyrazol-1-yl)(4-(4-methylpiperazin-1-yl)phenyl)methanone NC1=C(C(=NN1C(=O)C1=CC=C(C=C1)N1CCN(CC1)C)C1=NC=CC=C1)Cl